(methylamino)-1-(o-tolyl)-6-(trifluoromethyl)thieno[3,2-d]pyrimidin-2(1H)-one CNC=1C2=C(N(C(N1)=O)C1=C(C=CC=C1)C)C=C(S2)C(F)(F)F